C(C1=CC=CC=C1)(C1=CC=CC=C1)NC1CCCC1 3-((benzhydryl)amino)cyclopentane